N-((R)-(2-((S)-1-Amino-4,4,4-trifluoro-3,3-dimethylbutyl)-1H-benzo[d]imidazol-6-yl)(cyclopropyl)methyl)-4,4,4-trifluoro-3-methylbutanamide N[C@@H](CC(C(F)(F)F)(C)C)C1=NC2=C(N1)C=C(C=C2)[C@H](NC(CC(C(F)(F)F)C)=O)C2CC2